FC=1C(=C(C=CC1)CO)[N+](=O)[O-] (3-fluoro-2-nitro-phenyl)methanol